(S)-5-(2-(4-amino-6-(trifluoromethyl)-9H-pyrimido[4,5-b]indol-9-yl)acetyl)-N-(6-bromopyridin-2-yl)-5-azaspiro[2.4]heptane-6-carboxamide NC1=NC=NC=2N(C3=CC=C(C=C3C21)C(F)(F)F)CC(=O)N2CC1(CC1)C[C@H]2C(=O)NC2=NC(=CC=C2)Br